ethyl-diallyl-ammonium bromide [Br-].C(C)[NH+](CC=C)CC=C